tert-butyl(2-amino-5-(4-methylpiperazin-1-yl)phenyl)carbamate C(C)(C)(C)OC(NC1=C(C=CC(=C1)N1CCN(CC1)C)N)=O